C(C)CC(CC(=O)[O-])=O.C(C)CC(CC(=O)[O-])=O.C(C)CC(CC(=O)[O-])=O.[O-]CCCC.[Zr+4] zirconium mono-n-butoxide tris(ethylacetoacetate)